Cl.C(CCC)C=1C=CC(=NC1)C(=O)NNC(=O)C=1SC=CC1 5-butyl-N'-(thiophene-2-carbonyl)picolinohydrazide hydrogen chloride